Cl.ClC1=C(C(=CC=C1Cl)F)[C@@]1(CNCC1)NC1=CC(=C2CCN(C(C2=C1)=O)CC(=O)O)F (s)-2-(7-((3-(2,3-dichloro-6-fluorophenyl)pyrrolidin-3-yl)amino)-5-fluoro-1-oxo-3,4-dihydroisoquinolin-2(1H)-yl)acetic acid hydrochloride